N-(3-(benzyloxy)-4-(8-azabicyclo[3.2.1]octan-8-yl)-5-fluorophenyl)-2-(3-methoxy-3-methylazetidin-1-yl)-5-(2,2,2-trifluoroethyl)oxazole-4-carboxamide C(C1=CC=CC=C1)OC=1C=C(C=C(C1N1C2CCCC1CC2)F)NC(=O)C=2N=C(OC2CC(F)(F)F)N2CC(C2)(C)OC